C(C)(C)(C)OC(=O)NC(C(=O)OC)CC(C(C)=O)C1=CC=CC=C1 methyl 2-(tert-butoxycarbonylamino)-5-oxo-4-phenylhexanoate